ClC1=CC=C(C=C1)NC=1C(C(C1NCCC1=C(C=CC=C1)Cl)=O)=O 3-[(4-Chlorophenyl)amino]-4-{[2-(2-chlorophenyl)ethyl]amino}cyclobut-3-ene-1,2-dione